diphenyl-(4'-(pyrene-1-yl)-[1,1'-biphenyl]-3-yl)phosphine oxide C1(=CC=CC=C1)P(C=1C=C(C=CC1)C1=CC=C(C=C1)C1=CC=C2C=CC3=CC=CC4=CC=C1C2=C34)(C3=CC=CC=C3)=O